4'-hydroxymandelic acid C1=CC(=CC=C1C(C(=O)O)O)O